CC(C=C)SCC(=O)O 2-(BUT-3-EN-2-YLSULFANYL)ACETIC ACID